1-((Trans)-4-((7-(2-((2,3-dimethylphenyl)amino)benzoyl)-7H-pyrrolo[2,3-d]pyrimidin-4-yl)(methyl)amino)cyclohexyl)-N-methyl-methanesulfonamide CC1=C(C=CC=C1C)NC1=C(C(=O)N2C=CC3=C2N=CN=C3N([C@@H]3CC[C@H](CC3)CS(=O)(=O)NC)C)C=CC=C1